N-[5-(1H-benzimidazol-2-yl)-1-methyl-pyrazol-3-yl]-6-[(3R,5S)-3,5-dimethylpiperazin-1-yl]pyridine-3-carboxamide N1C(=NC2=C1C=CC=C2)C2=CC(=NN2C)NC(=O)C=2C=NC(=CC2)N2C[C@H](N[C@H](C2)C)C